(4-(3,4-dichlorophenyl)-2-methylpiperazine-1-carbonyl)-6-methylquinolin-2(1H)-one ClC=1C=C(C=CC1Cl)N1CC(N(CC1)C(=O)N1C(C=CC2=CC(=CC=C12)C)=O)C